[1-[[(2S)-[(2,2-dimethyl-3H-benzofuran-3-yl)carbamoyl]-3-methyl-cyclopropyl]methyl]-4,4-diethyl-6-oxo-hexahydropyrimidin-2-ylidene]ammonium CC1(OC2=C(C1NC(=O)C1(CC1C)CN1C(NC(CC1=O)(CC)CC)=[NH2+])C=CC=C2)C